phenyl 2-(5-hydroxypentyl)-3,4-dihydro-1,8-naphthyridine-1(2H)-carboxylate OCCCCCC1N(C2=NC=CC=C2CC1)C(=O)OC1=CC=CC=C1